2,2,2-trifluoroethyl (3R,4S)-3-(5-(4-amino-5-((4,4-difluoropiperidin-1-yl)methyl)pyrrolo[2,1-f][1,2,4]triazin-7-yl)-2-methoxynicotinamido)-4-fluoropyrrolidine-1-carboxylate NC1=NC=NN2C1=C(C=C2C=2C=NC(=C(C(=O)N[C@@H]1CN(C[C@@H]1F)C(=O)OCC(F)(F)F)C2)OC)CN2CCC(CC2)(F)F